C(C)(C)(C)OC(=O)NCCN1C(CN(CC1)C=1N=NC(=CC1)OCC=1C(=NOC1C)C1=CC=C(C=C1)F)C(=O)OC methyl 1-(2-((tert-butoxycarbonyl)amino)ethyl)-4-(6-((3-(4-fluorophenyl)-5-methylisoxazol-4-yl)methoxy)pyridazin-3-yl)piperazine-2-carboxylate